O=C1CC=2C(=NC=C(C2)CNC(OC(C)(C)C)=O)N1 tert-butyl ((2-oxo-2,3-dihydro-1H-pyrrolo[2,3-b]pyridin-5-yl)methyl)carbamate